3-(3,4,5-trimethoxyphenyl)propanoic acid COC=1C=C(C=C(C1OC)OC)CCC(=O)O